ClC=1C=NN2C1C(=C(C(=C2)C#N)Cl)CC(=O)N2[C@H](C1=CC=CC(=C1CC2)C(C(F)F)(C)O)C 3,5-dichloro-4-[2-[(1S)-5-(2,2-difluoro-1-hydroxy-1-methyl-ethyl)-1-methyl-3,4-dihydro-1H-isoquinolin-2-yl]-2-oxo-ethyl]pyrazolo[1,5-a]pyridine-6-carbonitrile